NCC(=O)N[C@@H](CC(O)=O)C(=O)N[C@@H](CO)C(=O)O glycyl-L-α-aspartyl-L-serine